S1C2=C(C=C1C(=O)N1C=NC=C1)C=CC=C2 benzo[b]thiophen-2-yl-(1H-imidazol-1-yl)methanone